NC1=CC=C(C=N1)N1CCN(CCC1=O)C(=O)OC(C)(C)C tert-butyl 4-(6-aminopyridin-3-yl)-5-oxo-1,4-diazepan-1-carboxylate